{2-[benzyl-(methyl)amino]ethyl}-7-(1H-pyrazol-3-yl)-2H-pyrazolo[3,4-c]quinolin-4-amine C(C1=CC=CC=C1)N(CCC=1NN=C2C(=NC=3C=C(C=CC3C21)C2=NNC=C2)N)C